(R)-1-(tert-Butoxycarbonyl)pyrrolidine C(C)(C)(C)OC(=O)N1CCCC1